Methyl 1-(1-(4-fluorophenyl)-4-(5-nitrothiophene-2-carboxamido)-1H-pyrazolo[3,4-d]pyrimidin-6-yl)-1H-pyrrole-3-carboxylate FC1=CC=C(C=C1)N1N=CC=2C1=NC(=NC2NC(=O)C=2SC(=CC2)[N+](=O)[O-])N2C=C(C=C2)C(=O)OC